[Cu].[In].[Cu] copper-indium-copper